tert-Butyl 2-(((1-methyl-6-nitro-2-oxo-1,2-dihydroquinolin-3-yl)oxy)methyl)morpholine-4-carboxylate CN1C(C(=CC2=CC(=CC=C12)[N+](=O)[O-])OCC1CN(CCO1)C(=O)OC(C)(C)C)=O